1,4-dihydroxybutane OCCCCO